CC1=CC=C(C=C1)S(=O)(=O)O 4-Methyl-benzenesulfonic acid